1-(tert-butyl)-N-((5-(7-(((3S,4R)-3-fluoro-1-methylpiperidin-4-yl)amino)-3-vinyl-2H-indazol-2-yl)-1,3,4-thiadiazol-2-yl)methyl)-1H-pyrrole-3-carboxamide C(C)(C)(C)N1C=C(C=C1)C(=O)NCC=1SC(=NN1)N1N=C2C(=CC=CC2=C1C=C)N[C@H]1[C@H](CN(CC1)C)F